(Z)-2-((3-benzyl-5-(3-((tert-butyldimethylsilyl)oxy)-2-fluorophenyl)pyrazin-2-yl)amino)-3-(furan-2-yl)acrylic acid tert-butyl ester C(C)(C)(C)OC(/C(=C/C=1OC=CC1)/NC1=NC=C(N=C1CC1=CC=CC=C1)C1=C(C(=CC=C1)O[Si](C)(C)C(C)(C)C)F)=O